FC=1C=C(C=CC1)CNC(=O)C1=CC=NC=2N1N=C(C2C(=O)N)COC N7-[(3-fluorophenyl)methyl]-2-(methoxymethyl)pyrazolo[1,5-a]pyrimidine-3,7-dicarboxamide